FC1=NC(=CC(=C1)N(C=1SC(=C(N1)C(=O)NC1C(CC1)(C)C)C)C(C(C)C)=O)F 2-[(2,6-difluoro-4-pyridyl)-(2-methylpropanoyl)amino]-N-(2,2-dimethylcyclobutyl)-5-methyl-thiazole-4-carboxamide